4-bromo-6-methyl-7-oxo-N-(2,2,2-trifluoroethyl)-6,7-dihydrothieno[2,3-c]pyridine-2-carboxamide BrC=1C2=C(C(N(C1)C)=O)SC(=C2)C(=O)NCC(F)(F)F